pyrrolo[3,2-c][1,6]naphthyridine-2-carboxylic acid N1C(=CC=2C=NC=3C=CN=CC3C21)C(=O)O